isocyanatopropyl-diethoxymethyl-silane N(=C=O)CCC[SiH2]C(OCC)OCC